8-(1-aminoethyl)-2-[5-(1-isocyano-2-naphthyl)-1-methyl-pyrazol-4-yl]-6H-pyrido[2,3-d]pyridazin-5-one NC(C)C1=NNC(C2=C1N=C(C=C2)C=2C=NN(C2C2=C(C1=CC=CC=C1C=C2)[N+]#[C-])C)=O